6-(2-(1-cyclopropyl-1H-pyrazol-4-yl)morpholino)-2,3-dimethyl-8-(6-(trifluoromethyl)pyridin-3-yl)pyrimido[5,4-d]pyrimidin-4(3H)-one C1(CC1)N1N=CC(=C1)C1OCCN(C1)C=1N=C(C=2N=C(N(C(C2N1)=O)C)C)C=1C=NC(=CC1)C(F)(F)F